2-[(7-carbamimidoylnaphthalen-2-yl)methyl-[4-(1-ethanimidoylpiperidin-4-yl)oxyphenyl]sulfamoyl]acetic acid C(N)(=N)C1=CC=C2C=CC(=CC2=C1)CN(S(=O)(=O)CC(=O)O)C1=CC=C(C=C1)OC1CCN(CC1)C(C)=N